(±)-1-{2-methoxy-1-[2-(2,2,2-trifluoro-ethoxy)-pyridin-4-yl]-ethyl}-3-spiro[2.3]hex-5-yl-urea COC[C@@H](C1=CC(=NC=C1)OCC(F)(F)F)NC(=O)NC1CC2(CC2)C1 |r|